FC(C=1C(=C(C=CC1F)[C@@H]1[C@@H](O[C@]([C@@H]1C)(C(F)(F)F)C)C(=O)NC1=CC(=NC=C1)C(=O)N)OC)F (2R,3R,4R,5R)-4-[[3-[3-(difluoromethyl)-4-fluoro-2-methoxy-phenyl]-4,5-dimethyl-5-(trifluoromethyl)tetrahydrofuran-2-carbonyl]amino]pyridine-2-carboxamide